CCSN 2-ethylthio-amine